(4-cyclopropylpiperazin-1-yl)-[6-(7,8-dimethyl-[1,2,4]triazolo[4,3-b]pyridazin-6-yl)-7,8-dihydro-5H-1,6-naphthyridin-3-yl]methanone C1(CC1)N1CCN(CC1)C(=O)C=1C=NC=2CCN(CC2C1)C=1C(=C(C=2N(N1)C=NN2)C)C